N-[(5-chlorothiophen-2-yl)methyl]-1-(4-methyloxane-4-carbonyl)-3-(3-methylpiperidin-3-yl)-1H-pyrazol-5-amine ClC1=CC=C(S1)CNC1=CC(=NN1C(=O)C1(CCOCC1)C)C1(CNCCC1)C